NC(C([C@H](CC1=CC=CC=C1)NC(C1=C(C(=CC=C1F)OC)Cl)=O)=O)=O (S)-N-(4-amino-3,4-dioxo-1-phenylbutan-2-yl)-2-chloro-6-fluoro-3-methoxybenzamide